2-[1-[2-[4-(7-Azaspiro[3.5]nonan-2-ylsulfonyl)-2-methyl-anilino]-5-(trifluoromethyl)pyrimidin-4-yl]pyrrolidin-3-yl]propan-2-ol C1C(CC12CCNCC2)S(=O)(=O)C2=CC(=C(NC1=NC=C(C(=N1)N1CC(CC1)C(C)(C)O)C(F)(F)F)C=C2)C